ClC(C=O)(Cl)Cl 2,2,2-trichloroacetaldehyde